OCCCCSSCCCCO bis(4-hydroxybutyl) disulfide